C(C1=CC=CC=C1)OC(=O)N[C@@H](C(=O)OC)CC=1C=C2C=NNC2=C(C1)C methyl (2R)-2-benzyloxycarbonylamino-3-(7-methyl-1H-indazol-5-yl)propanoate